(E)-8-(1-(pent-2-enoyl)piperidin-4-yl)-2-(4-phenoxyphenyl)-5,6,7,8-tetrahydroimidazo[1,2-b]pyridazine-3-carboxamide C(\C=C\CC)(=O)N1CCC(CC1)C1C=2N(NCC1)C(=C(N2)C2=CC=C(C=C2)OC2=CC=CC=C2)C(=O)N